(R)-N3'-(2-aminoethyl)-4'-(4-(2-chloro-4-(trifluoromethyl)benzoyl)-2-ethylpiperazin-1-yl)-N2,N2-dimethyl-[1,1'-biphenyl]-2,3'-dicarboxamide NCCNC(=O)C=1C=C(C=CC1N1[C@@H](CN(CC1)C(C1=C(C=C(C=C1)C(F)(F)F)Cl)=O)CC)C=1C(=CC=CC1)C(=O)N(C)C